C(C)OC=1C(=C(C(=O)O)C=CC1C(=O)OCC)F 3-ethoxy-4-(ethoxycarbonyl)-2-fluorobenzoic acid